C(C)(C)C1=C(NC2=CC=C(C=C12)C1=CC2=C(CN=CC2)S1)C1=CC(=NC=C1)C 2-(3-Isopropyl-2-(2-methylpyridin-4-yl)-1H-indol-5-yl)-4,7-dihydrothieno[2,3-c]pyridin